BrC1=CC=C(C=C1)C1(CC1)N1C(=NC=C1)C 1-(1-(4-bromophenyl)cyclopropyl)-2-methyl-1H-imidazole